ClC1=C2C(=NNC2=C(C=C1)NS(=O)(=O)C=1C=NN(C1)[C@H](CO)CF)C#N N-(4-Chloro-3-cyano-1H-indazol-7-yl)-1-[(1R)-1-(fluoromethyl)-2-hydroxy-ethyl]pyrazol-4-sulfonamid